C(C)(C)(C)OC(=O)C(C)C(CCCCC)C(=O)OCC1=CC=CC=C1 Octane-2,3-dicarboxylic acid 3-benzyl ester 2-t-butyl ester